octylethylmethylbenzyl-ammonium C(CCCCCCC)[N+](CC1=CC=CC=C1)(C)CC